FC(C1=C(C=CC=C1F)C1C2=C(NC(=C1C(=O)OC)CF)COC2=O)F methyl 4-(2-(difluoromethyl)-3-fluorophenyl)-2-(fluoromethyl)-5-oxo-1,4,5,7-tetrahydrofuro[3,4-b]pyridine-3-carboxylate